N2-(4-(((2-amino-4-hydroxypteridin-6-yl)methyl)amino)benzoyl)-N5-(2-(2-(prop-2-yn-1-yloxy)ethoxy)ethyl)-L-glutamine NC1=NC2=NC=C(N=C2C(=N1)O)CNC1=CC=C(C(=O)N[C@@H](CCC(NCCOCCOCC#C)=O)C(=O)O)C=C1